[Si](C)(C)(C(C)(C)C)OCC1CCN(CC1)C1=CC=C(C(=O)OC)C=C1 methyl 4-(4-((tert-butyldimethylsilyloxy)methyl)piperidin-1-yl)benzoate